BrC=1C(=CC(=C(C#N)C1)F)OCOC 5-bromo-2-fluoro-4-(methoxymethyloxy)benzonitrile